C1(CCCCC1)C(=O)N[C@@H](CC(C)C)C(=O)O N-cyclohexanoylleucine